C(C)(C)C1=NN(C(=C1)NC(=O)NC1=CC(=C(C=C1)OC1=CC(=NC=C1)NC(C)C)C)C=1C=C2C=CC=NC2=CC1 1-(3-isopropyl-1-(quinolin-6-yl)-1H-pyrazol-5-yl)-3-(4-(2-(isopropylamino)pyridin-4-yloxy)-3-methylphenyl)urea